[Br].C(CCC)N1CN(C=C1)C=C 1-butyl-3-vinylimidazole bromine salt